ClC=1C=C(C(=C(C1)C=1C(=NN(C1)C1=CC=C(C=C1)N1CCN(CC1)C(=O)OC(C)(C)C)C1=CC=NC=C1)F)NS(=O)(=O)N1CCCC1 tert-butyl 4-[4-(4-{5-chloro-2-fluoro-3-[(pyrrolidine-1-sulfonyl)amino]phenyl}-3-(pyridin-4-yl)pyrazol-1-yl)phenyl]piperazine-1-carboxylate